IC1=CN(C=2N=CN=C(C21)N)C2CCC1(OCCO1)CC2 5-iodo-7-(1,4-dioxaspiro[4.5]decan-8-yl)-7H-pyrrolo[2,3-d]pyrimidin-4-amine